The molecule is a member of the class of benzamides obtained by formal condensation of the carboxy group of 4-phenoxybenzoic acid with the amino group of (pyridin-2-yl)methylamine. It has a role as an EC 2.7.11.24 (mitogen-activated protein kinase) inhibitor. It is a member of benzamides, an aromatic ether and a member of pyridines. C1=CC=C(C=C1)OC2=CC=C(C=C2)C(=O)NCC3=CC=CC=N3